6-tert-Butyl-5-(3-chlorophenyl)-4-(2-(trifluoromethoxy)phenoxy)thieno[2,3-d]pyrimidine C(C)(C)(C)C1=C(C2=C(N=CN=C2OC2=C(C=CC=C2)OC(F)(F)F)S1)C1=CC(=CC=C1)Cl